magnesium methanedisulfonate C(S(=O)(=O)[O-])S(=O)(=O)[O-].[Mg+2]